3-(6-bromopyridin-2-yl)-5-methyl-6,7,8,9-tetrahydro-5H-[1,2,4]Triazolo[4,3-a]azepine BrC1=CC=CC(=N1)C1=NN=C2N1C(CCCC2)C